S1C=NC2=C1C=CC(=C2)[C@H]2N(C[C@@H]([C@@H](C2)OC)C)C(=O)OC(C)(C)C |&1:13| rac-tert-Butyl (2S,5S)-2-(1,3-benzothiazol-5-yl)-4-methoxy-5-methyl-piperidine-1-carboxylate